FC=1C=C2C(=NC=3N(C2=CC1)C(=NN3)C)N3C1=C(CCCC3)C(=CN=C1)C#CC1(CC1)C 7-fluoro-1-methyl-5-(6-((1-methylcyclopropyl)ethynyl)-2,3,4,5-tetrahydro-1H-pyrido[3,4-b]azepin-1-yl)-[1,2,4]triazolo[4,3-a]quinazoline